3-[8-Dimethylamino-1-(3-methoxy-propyl)-2-oxo-8-phenyl-1,3-diazaspiro[4.5]decan-3-yl]-N-(2-methylsulfonyl-ethyl)-propionamide CN(C1(CCC2(CN(C(N2CCCOC)=O)CCC(=O)NCCS(=O)(=O)C)CC1)C1=CC=CC=C1)C